ClC1=C(C(=NC=C1I)C1=C(C=C(CNC(C2=C(C=CC(=C2)F)OC)=O)C=C1)F)C#N N-(4-(4-chloro-3-cyano-5-iodopyridin-2-yl)-3-fluorobenzyl)-5-fluoro-2-methoxybenzamide